C1(CC1)N1C=CC(C2=CC(=C(C(=C12)OC)N1CC(N(CC1)C(C)=O)C)F)=O 1-cyclopropyl-6-fluoro-7-(3-methyl-4-acetylpiperazin-1-yl)-8-methoxy-quinolin-4(1H)-one